C(C)NC(=N)NC1=C(C=C(C=C1)C1=NNC(CC1C)=O)C 1-ethyl-3-(2-methyl-4-(4-methyl-6-oxo-1,4,5,6-tetrahydropyridazin-3-yl)phenyl)guanidine